3-phenyl-1-(o-tolyl)propan C1(=CC=CC=C1)CCCC1=C(C=CC=C1)C